C(C(C)C)C(C(O)(O)C1=CC=CC=C1)C isobutylphenylpropanediol